3-((4-chloro-2-methylphenyl)amino)-3-oxopropanoic acid Ethyl ester (Ethyl 3-((4-chloro-2-methylphenyl) amino)-3-oxopropanoate) C(C)C(C(=O)O)C(=O)NC1=C(C=C(C=C1)Cl)C.C(C)OC(CC(=O)NC1=C(C=C(C=C1)Cl)C)=O